N-{[3-(methylsulfanyl)-1,2,4-triazin-6-yl]methyl}bicyclo[1.1.1]pentane-1-carboxamide CSC=1N=NC(=CN1)CNC(=O)C12CC(C1)C2